9'-bromo-2',4'-dihydrospiro[cyclopropane-1,3'-pyrazino[1,2-b]indazol]-1'-one BrC1=CC2=C3N(N=C2C=C1)CC1(NC3=O)CC1